{3-[(3-{3-[(5-Chloropyrazin-2-yl)amino]-1H-pyrazol-5-yl}-4-methoxypyridin-2-yl)oxy]propyl}carbamic acid tert-butyl ester C(C)(C)(C)OC(NCCCOC1=NC=CC(=C1C1=CC(=NN1)NC1=NC=C(N=C1)Cl)OC)=O